dodecanesulfonic acid anion C(CCCCCCCCCCC)S(=O)(=O)[O-]